C(C)(C)(C)OC(NCCOC1=CC=C(C=C1)C(F)(F)F)=O (2-(4-(trifluoromethyl)phenoxy)ethyl)carbamic acid tert-butyl ester